cis-6,7-epoxy-(Z,Z)-3,9-octadecadiene CC\C=C/CC1C(C\C=C/CCCCCCCC)O1